(R)-2-((1-(3-(difluoromethyl)-6-fluoro-2-morpholino-4-oxo-3,4-dihydroquinazolin-8-yl)ethyl)amino)benzoic acid FC(N1C(=NC2=C(C=C(C=C2C1=O)F)[C@@H](C)NC1=C(C(=O)O)C=CC=C1)N1CCOCC1)F